BrC1=NC=C(C=C1)I 2-bromo-5-iodopyridine